C1(CC1)C=1N=NN(C1)[C@@H](C(=O)N1[C@H](C[C@@H](C1)O)C(=O)NC1CN(CC12CC2)C)C(C)(C)C (2R,4S)-1-[(2R)-2-(4-cyclopropyl-triazol-1-yl)-3,3-dimethyl-butyryl]-4-hydroxy-N-(5-methyl-5-azaspiro[2.4]heptane-7-yl)pyrrolidine-2-carboxamide